OCC1CCC(CC1)C=1OC2=C(N1)C=C(C(=C2)NC(=O)C=2N=C(OC2)C)OC N-[2-[4-(hydroxymethyl)cyclohexyl]-5-methoxy-1,3-benzoxazol-6-yl]-2-methyl-oxazole-4-carboxamide